2-(4-(methyl-(pyridin-2-yl)amino)piperidin-1-yl)acetic acid CN(C1CCN(CC1)CC(=O)O)C1=NC=CC=C1